4-[1-[[4-[2-(4-Trifluoromethoxyphenoxy)ethyl-methyl-amino]tetrahydropyran-4-carbonyl]amino]cyclopropyl]benzoic acid, hydrochloride Cl.FC(OC1=CC=C(OCCN(C2(CCOCC2)C(=O)NC2(CC2)C2=CC=C(C(=O)O)C=C2)C)C=C1)(F)F